4-amino-N-((1S,2R)-2-(2,3-dihydro-1H-inden-4-yl)-1-(5-oxo-4,5-dihydro-1,3,4-oxadiazol-2-yl)propyl)-2-methylbenzenesulfonamide NC1=CC(=C(C=C1)S(=O)(=O)N[C@@H]([C@H](C)C1=C2CCCC2=CC=C1)C=1OC(NN1)=O)C